NC1=C(C([C@@](O1)([2H])C1=CC=C(C(=O)OCC)C=C1)=O)OS(=O)(=O)C([2H])([2H])C1=CC=CC=C1 ethyl (R)-4-(5-amino-3-oxo-4-(((phenylmethyl-d2)sulfonyl)oxy)-2,3-dihydrofuran-2-yl-2-d)benzoate